C(N)(=O)C1CN(CCC1)C1=CC=C(C=N1)CN1N=CC(=C1)NC(=O)C1=NC(=CN=C1)C1=C(C(=CC=C1C(F)F)Cl)F N-(1-((6-(3-Carbamoylpiperidin-1-yl)pyridin-3-yl)methyl)-1H-pyrazol-4-yl)-6-(3-chloro-6-(difluoromethyl)-2-fluorophenyl)pyrazine-2-carboxamide